C(C)C1=C(NC2=CC=C(C=C12)C1CCNCC1)C1=CC=2N(C=C1)C=NN2 7-(3-ethyl-5-(piperidin-4-yl)-1H-indol-2-yl)-[1,2,4]triazolo[4,3-a]pyridine